7-bromo-4-chloro-2-(2-methoxyethoxymethyl)pyrazolo[1,5-a]pyridine BrC1=CC=C(C=2N1N=C(C2)COCCOC)Cl